Rac-(2s,4s)-4-fluoro-4-methyl-N-((E)-3-(methylsulfonyl)allyl)-2-phenylpiperidine-1-carboxamide F[C@@]1(C[C@H](N(CC1)C(=O)NC\C=C\S(=O)(=O)C)C1=CC=CC=C1)C |r|